CCCCC/C=C\C/C=C\CC1C(O1)C/C=C\CCCC(=O)O 8,9-epoxyeicosatrienoic acid